5-((2-amino-3-fluoropyridin-4-yl)methyl)-3,4-difluoro-2-((2-fluoro-4-methoxyphenyl)amino)benzoic acid methyl ester COC(C1=C(C(=C(C(=C1)CC1=C(C(=NC=C1)N)F)F)F)NC1=C(C=C(C=C1)OC)F)=O